BrC=1N=C(C=2N(C1)C=C(N2)C(=O)N)N2CCOCC2 6-bromo-8-morpholinoimidazo[1,2-a]pyrazine-2-carboxamide